2-oxo-4-[(3S)-2-oxopiperidin-3-yl]butanamide O=C(C(=O)N)CC[C@H]1C(NCCC1)=O